5-((2-(imidazo[1,2-a]pyridin-7-yl)pyridin-4-yl)oxy)pyridin-2-amine N=1C=CN2C1C=C(C=C2)C2=NC=CC(=C2)OC=2C=CC(=NC2)N